FC1=C(C#N)C=CC(=C1)[C@H]1[C@@H](NC=2C=3C1=NNC(C3C=C(C2)F)=O)C2=C(C=C(C=C2F)F)F 2-fluoro-4-((8R,9S)-5-fluoro-3-oxo-8-(2,4,6-trifluorophenyl)-2,7,8,9-tetrahydro-3H-pyrido[4,3,2-de]phthalazin-9-yl)benzonitrile